1-(6-Methyl-4-(trifluoromethyl)pyridin-2-yl)-5-oxopyrrolidine-2-carboxylic acid CC1=CC(=CC(=N1)N1C(CCC1=O)C(=O)O)C(F)(F)F